1-(5-hydroxy-2-(4-methoxyphenyl)-1-phenyl-4-(piperidin-1-ylmethyl)-1H-indol-3-yl)ethan-1-one OC=1C(=C2C(=C(N(C2=CC1)C1=CC=CC=C1)C1=CC=C(C=C1)OC)C(C)=O)CN1CCCCC1